N-((2-(4-fluoro-6-(4,7-diazaspiro[2.5]octan-7-yl)pyridin-2-yl)-1,6-naphthyridin-7-yl)methyl)thiochromane-7-carboxamide 1,1-dioxide FC1=CC(=NC(=C1)N1CCNC2(CC2)C1)C1=NC2=CC(=NC=C2C=C1)CNC(=O)C1=CC=C2CCCS(C2=C1)(=O)=O